tert-butyl (3R)-3-[(2S)-1-(tert-butoxy)-3-(3-hydroxyphenyl)-1-oxo(3,3-2H2)propan-2-yl]pyrrolidine-1-carboxylate C(C)(C)(C)OC([C@@H](C([2H])([2H])C1=CC(=CC=C1)O)[C@@H]1CN(CC1)C(=O)OC(C)(C)C)=O